2-(4-(Tert-butoxy)-4-oxobutoxy)-5-nitroisophthalic acid C(C)(C)(C)OC(CCCOC1=C(C(=O)O)C=C(C=C1C(=O)O)[N+](=O)[O-])=O